CC/1(CN(CC\C1=C/C#CC1=CC(=CC=C1)C)C(=O)OCC)C ethyl (4E)-3,3-dimethyl-4-[3-(3-methylphenyl)prop-2-yn-1-ylidene]piperidine-1-carboxylate